BrCCN1C(CC2=CC=CC=C12)=O (Z)-1-(2-bromoethyl)-2-oxo-indoline